N-(4-(4-amino-7-((1R,4r)-4-(((R)-2-fluoropropyl)amino)cyclohexyl)-1-isopropyl-1H-pyrazolo[4,3-c]pyridin-3-yl)-2,5-difluorophenyl)-2-fluorobenzenesulfonamide NC1=NC=C(C2=C1C(=NN2C(C)C)C2=CC(=C(C=C2F)NS(=O)(=O)C2=C(C=CC=C2)F)F)C2CCC(CC2)NC[C@@H](C)F